C1(CC1)C1=NNC2=CC=C(C=C12)C1=CN=C2N1N=C(C=C2)N2CCC1(CC2)CCN(CC1)C 3-(3-(3-cyclopropyl-1H-indazol-5-yl)imidazo[1,2-b]pyridazin-6-yl)-9-methyl-3,9-diazaspiro[5.5]undecane